CC1=C(C=2C(=C3C(=NC2N1CCCNC)CCCCCC3)N)C 2,3-Dimethyl-1-(3-(methylamino)propyl)-5,6,7,8,9,10-hexahydro-1H-cycloocta[b]pyrrolo[3,2-e]pyridin-4-amine